The molecule is a benzochromenone that is 2,3-dihydro-1H-benzo[f]chromene substituted by an oxo group at position 3. It has been found to exhibit potential inhibitory activity against Sir2 proteins. It has a role as a Sir2 inhibitor and a platelet aggregation inhibitor. It is a benzochromenone, a delta-lactone and a naphtho-alpha-pyrone. C1CC(=O)OC2=C1C3=CC=CC=C3C=C2